6-[(6-chloro-2-methyl-2H-indazol-5-yl)imino]-3-[(1-methyl-1H-1,2,4-triazol-3-yl)methyl]-1-(2,4,5-trifluorobenzyl)-1,3,5-triazinane-2,4-dione ClC=1C(=CC2=CN(N=C2C1)C)N=C1NC(N(C(N1CC1=C(C=C(C(=C1)F)F)F)=O)CC1=NN(C=N1)C)=O